CN1CCN(CC1)C=1C=CC(=NC1)NC1=CC(=NC=N1)NC=1SC2=C(N1)C1(NC2=O)CCCCC1 2'-((6-((5-(4-methylpiperazin-1-yl)pyridin-2-yl)amino)pyrimidin-4-yl)amino)spiro[cyclohexane-1,4'-pyrrolo[3,4-d]thiazol]-6'(5'H)-one